(R)-N-(5-(3-hydroxypiperidin-1-yl)-2-morpholinothiazolo[4,5-b]pyridin-6-yl)-5-(2-methylpyridin-4-yl)furan-2-carboxamide O[C@H]1CN(CCC1)C1=C(C=C2C(=N1)N=C(S2)N2CCOCC2)NC(=O)C=2OC(=CC2)C2=CC(=NC=C2)C